BrC=1C(N(C=C2C1N=C(NC2=O)C)C2(COCC2)C(F)(F)F)=O 8-bromo-2-methyl-6-(3-(trifluoromethyl)tetrahydrofuran-3-yl)pyrido[4,3-d]pyrimidin-4,7(3H,6H)-dione